(S)-tert-butyl (6,8-difluoro-4-oxo-2,3,4,5-tetrahydrobenzo[b][1,4]oxazepin-3-yl)carbamate FC1=CC(=CC=2OC[C@@H](C(NC21)=O)NC(OC(C)(C)C)=O)F